C1(=CC=CC=2OCC3=CC=CCC3C21)O 10H,10aH-benzo[c]isochromen-1-ol